4-bromobenzyl-[3-(methylsulfonyl) propyl] aminodithioformate NC(=S)SCCC(S(=O)(=O)C)CC1=CC=C(C=C1)Br